CN(C1=CC=C(C=C1)\C=C\C\C=C(\C=C\C1=CC(=C(C=C1)OCC#C)OC)/O)C (1E,4Z,6E)-1-(4-(dimethylamino)phenyl)-5-hydroxy-7-(3-methoxy-4-(prop-2-yn-1-yloxy)phenyl)hepta-1,4,6-trien